C(CC)C1[C@H](CCC=2C3=C(C(=CC(=C3NC12)C(=O)N)F)C1=C(C(=CC=C1)N)C)C(C)(C)O propyl-(2S)-5-(3-amino-2-methylphenyl)-6-fluoro-2-(2-hydroxypropan-2-yl)-2,3,4,9-tetrahydro-1H-carbazole-8-carboxamide